CC1=C(C=2N(C=C1C=1N(C3=CC=C(C=C3C1C(C)C)C1CCN(CC1)CC(=O)N)CO)N=CN2)C 2-(4-(2-(7,8-Dimethyl-[1,2,4]triazolo[1,5-a]pyridin-6-yl)-1-(hydroxymethyl)-3-isopropyl-1H-indol-5-yl)piperidin-1-yl)acetamide